ClC1=C(C(=CC=C1)Cl)C1=CC2=C(N=C(N=C2)S(=O)(=O)C)N(C1)C 6-(2,6-dichlorophenyl)-8-methyl-2-(methylsulfonyl)pyrido[2,3-d]pyrimidin